tert-butyl N-[3-[2-[5-methoxy-N-methyl-4-[[4-(1-methylindol-3-yl)pyrimidin-2-yl]amino]-2-(2-trimethylsilylethoxycarbonyl amino)anilino]ethyl-methyl-amino]propoxy]-N-methyl-carbamate COC=1C(=CC(=C(N(C)CCN(CCCON(C(OC(C)(C)C)=O)C)C)C1)NC(=O)OCC[Si](C)(C)C)NC1=NC=CC(=N1)C1=CN(C2=CC=CC=C12)C